6-[2-(3-cyclopropyl-4,5-dihydroisoxazol-5-yl)-5-ethylsulfonyl-1-methyl-imidazol-4-yl]-3-(trifluoromethyl)-7H-pyrrolo[3,4-b]pyridin-5-one C1(CC1)C1=NOC(C1)C=1N(C(=C(N1)N1CC2=NC=C(C=C2C1=O)C(F)(F)F)S(=O)(=O)CC)C